5-amino-2-methyl-N-[2-(pyridin-2-yl)ethyl]benzene-1-sulfonamide NC=1C=CC(=C(C1)S(=O)(=O)NCCC1=NC=CC=C1)C